CN1C=2C=CC(=NC2C(=C(C1=O)C#N)N1C[C@H](N(CC1)CC1=C(C=CC=C1)OC(F)(F)F)C)C#N 5-methyl-8-[(3R)-3-methyl-4-{[2-(trifluoromethoxy)phenyl]methyl}piperazin-1-yl]-6-oxo-5,6-dihydro-1,5-naphthyridine-2,7-dicarbonitrile